NC1=C(SC2=NC(=CC=C21)C)C(=O)N[C@@H]2COC1=CC(=C(C=C1C2)OC(F)(F)F)N2CCNCC2 (S)-3-amino-6-methyl-N-(7-(piperazin-1-yl)-6-(trifluoromethoxy)chroman-3-yl)thieno[2,3-b]pyridine-2-carboxamide